(S)-2-(4-(6-((5-(difluoromethyl)-1-methyl-1H-pyrazol-3-yl)methoxy)pyridin-2-yl)-2,5-difluorobenzyl)-1-(oxetan-2-ylmethyl)-1H-benzo[d]imidazole-6-carboxylic acid FC(C1=CC(=NN1C)COC1=CC=CC(=N1)C1=CC(=C(CC2=NC3=C(N2C[C@H]2OCC2)C=C(C=C3)C(=O)O)C=C1F)F)F